(4,4-difluoropiperidin-1-yl)((R)-1-((4-(((S)-3-hydroxypyrrolidin-1-yl)sulfonyl)phenyl)sulfonyl)piperidin-3-yl)methanone tert-butyl-prop-2-yn-1-ylcarbamate C(C)(C)(C)N(C(O)=O)CC#C.FC1(CCN(CC1)C(=O)[C@H]1CN(CCC1)S(=O)(=O)C1=CC=C(C=C1)S(=O)(=O)N1C[C@H](CC1)O)F